C(C)(C)(C)OC(=O)NC(C(=O)O)C1=CC(=C(C=C1)Cl)F 2-(tert-Butoxycarbonylamino)-2-(4-chloro-3-fluorophenyl)acetic acid